C(CC)(=O)O.N1CCCC1 pyrrolidine propionate salt